3-Bromo-N-(2-(tert-butylamino)-1-(2-chloro-5-fluorophenyl)-2-oxoethyl)-6-fluoro-2-hydroxy-N-(4-methoxybenzyl)-5-nitrobenzamide BrC=1C(=C(C(=O)N(CC2=CC=C(C=C2)OC)C(C(=O)NC(C)(C)C)C2=C(C=CC(=C2)F)Cl)C(=C(C1)[N+](=O)[O-])F)O